CN(CCO)C dl-2-dimethylaminoethanol